BrC=1C=C2C(=NN(C2=C(C1)OC(F)F)C1OCCCC1)NC(C1=CC=C(C=C1)F)=O N-(5-bromo-7-(difluoromethoxy)-1-(tetrahydro-2H-pyran-2-yl)-1H-indazol-3-yl)-4-fluorobenzamide